[Na].[Na].S(=O)(=O)(O)C(C(=O)O)CC(=O)O sulfosuccinic acid disodium